tellurium sulfur tert-butyl 3-(methylamino)-9-azabicyclo[3.3.1]nonane-9-carboxylate CNC1CC2CCCC(C1)N2C(=O)OC(C)(C)C.[S].[Te]